1-[(2R)-1,4-dioxan-2-yl]methylamine hydrochloride Cl.O1[C@@H](COCC1)CN